N,N'-di(hydroxymethyl)imidazolidinone OCN1C(N(CC1)CO)=O